BrC=1C=C(C=CC1)C=1SC=CN1 2-(3-bromophenyl)thiazole